benzyl 4-(dimethylalanyl)piperazine-1-carboxylate formate C(=O)O.CN([C@@H](C)C(=O)N1CCN(CC1)C(=O)OCC1=CC=CC=C1)C